NCCN(CCN)CCCCCCCCCCCCCC N-(2-aminoethyl)-N-tetradecyl-1,2-ethylenediamine